N-[(6-Amino-2-pyridyl)sulfonyl]-2-(4-ethyl-1-piperidyl)-6-(3-fluoro-5-isobutoxyphenyl)pyridin-3-carboxamid NC1=CC=CC(=N1)S(=O)(=O)NC(=O)C=1C(=NC(=CC1)C1=CC(=CC(=C1)OCC(C)C)F)N1CCC(CC1)CC